C(C)N1C(=CC2=CC=CC=C12)C1=NC2=C(N1C)C=CC(=C2)C(=O)N2C[C@H](C[C@@H](C2)OC)NC(C(F)(F)F)=O |r| (+/-)-N-((trans)-1-(2-(1-Ethyl-1H-indol-2-yl)-1-methyl-1H-benzo[d]imidazole-5-carbonyl)-5-methoxypiperidin-3-yl)-2,2,2-trifluoroacetamide